C(C)(C)(C)N(C(O)=O)CCC1=CC(=C(C=C1)O)O.NCCC1=CC(O)=C(O)C=C1 dopamine (tert-butyl (3,4-dihydroxyphenethyl)carbamate)